4-fluoro-3-aminoaniline FC1=C(C=C(N)C=C1)N